[C-]#N.C(CCC)[NH+]1C=C(C=C1)C 1-Butyl-3-Methylpyrrolium cyanid